2-[4-((2-hydroxy-3-dodecyloxypropyl)oxy)-2-hydroxyphenyl]-4,6-bis(2,4-dimethylphenyl)-1,3,5-triazine OC(COC1=CC(=C(C=C1)C1=NC(=NC(=N1)C1=C(C=C(C=C1)C)C)C1=C(C=C(C=C1)C)C)O)COCCCCCCCCCCCC